1-(2-(1-Benzyl-5-methyl-1H-pyrazol-4-yl)-2-oxoethyl)-3-bromopyridin C(C1=CC=CC=C1)N1N=CC(=C1C)C(CN1CC(=CC=C1)Br)=O